5-(1H-[1,2,3]Triazolo[4,5-b]pyridin-5-yl)-2-fluoro-N-(4-(3-phenoxyazetidin-1-yl)phenyl)benzamide N1N=NC2=NC(=CC=C21)C=2C=CC(=C(C(=O)NC1=CC=C(C=C1)N1CC(C1)OC1=CC=CC=C1)C2)F